ClC=1C(=C(C(=C(C(=O)N)C1F)C1=CC=CC2=C1[C@@H]([C@](O2)(C2=CC=CC=C2)CNC2CCC(CC2)(C)O)C)F)OCCOC (2s,3s,4s)-5-chloro-6-fluoro-2-(((((cis)-4-hydroxy-4-methylcyclohexyl)amino)methyl)-3-methyl-2-phenyl-2,3-dihydrobenzofuran-4-yl)-3-fluoro-4-(2-methoxyethoxy)benzamide